C1(=CC=CC=C1)S(=O)(=O)C1=CC=C(C=C1)C1CNC1 3-[4-(benzenesulfonyl)phenyl]azetidine